N-(2-(1,2-dimethylpiperidin-3-yl)-5-fluorothieno[2,3-b]pyridin-4-yl)-6-fluorobenzo[d]thiazol-5-amine CN1C(C(CCC1)C1=CC=2C(=NC=C(C2NC=2C(=CC3=C(N=CS3)C2)F)F)S1)C